ClC1=CC=C(CN2C[C@@H](CCC2)C2=CC=NC=3N2N=C(C3CNC)C)C=C1 (R)-1-(7-(1-(4-chlorobenzyl)piperidin-3-yl)-2-methylpyrazolo[1,5-a]pyrimidin-3-yl)-N-methylmethanamine